F[C@@H]1[C@@H]([C@H](CCC1)N1CCN(CC1)C(C)C)N |r| rac-(1R,2S,6S)-2-fluoro-6-[4-(propan-2-yl)piperazin-1-yl]cyclohexan-1-amine